FC1=NN=C2N1C1=CC(=CC=C1C(=N2)N(C2=CC=CC=C2)C)N fluoro-N5-methyl-N5-phenyl-[1,2,4]triazolo[4,3-a]quinazolin-5,8-diamine